ClC=1C(=CC(=NC1)[C@@H](CO)NC(OC(C)(C)C)=O)N1N=CN=C1 tert-butyl (S)-(1-(5-chloro-4-(1H-1,2,4-triazol-1-yl)pyridin-2-yl)-2-hydroxyethyl)carbamate